[Fe+3].C(CCC)C(C(=O)[O-])C(CC)=O.C(CCC)C(C(=O)[O-])C(CC)=O.C(CCC)C(C(=O)[O-])C(CC)=O tri(n-butyl propionylacetate) iron